(2S)-2-isopropylpyrrolidine C(C)(C)[C@H]1NCCC1